2-(8-((5-cyanopyridin-3-yl)methoxy)-6-((3-(2,3-dihydrobenzo[b][1,4]dioxin-6-yl)-2-methylbenzyl)oxy)-3,4-dihydroisoquinolin-2(1H)-yl)acetic acid tert-butyl ester C(C)(C)(C)OC(CN1CC2=C(C=C(C=C2CC1)OCC1=C(C(=CC=C1)C1=CC2=C(OCCO2)C=C1)C)OCC=1C=NC=C(C1)C#N)=O